C1(=CC=C(C=C1)S(=O)(=O)ON=C1C(C=CC(=C1)OC)CC#N)C (4-tolylsulfonyloxy)imino-4-methoxybenzeneacetonitrile